CC1=C(C=CC(=C1)C)S(=O)(=O)C=1N=NN2C1NC(C1=CC=C(C=C21)OCCO)=O (2,4-dimethylphenyl)sulfonyl-8-(2-hydroxyethoxy)-4H-triazolo[1,5-a]quinazolin-5-one